C(CCC)C(=O)CCCCCCCCCCCCCCCC n-Hexadecyl butyl ketone